C(C)C1=C(C(=CC=C1)CC)NC(=O)C=1C=CN2C3=C(CCC12)C=NC(=N3)NC3=C(C=C(C=C3)N3CCN(CC3)C)OC N-(2,6-diethylphenyl)-2-[2-methoxy-4-(4-methylpiperazin-1-yl)anilino]-5,6-dihydropyrimido[4,5-e]indolizine-7-carboxamide